BrC=1C=C2C(=C(NC2=CC1)C=1C(=NC=CC1)[C@H](C)OC)CC(CO[Si](C1=CC=CC=C1)(C1=CC=CC=C1)C(C)(C)C)(C)C 5-bromo-3-[3-[(tert-butyldiphenylsilyl)oxy]-2,2-dimethylpropyl]-2-[2-[(1S)-1-methoxyethyl]pyridin-3-yl]-1H-indole